ClC1=NC(=C(C#N)C=C1)OC 6-chloro-2-methoxynicotinonitrile